(1S,3R)-3-[(4-chloro-5,7-dihydrofuro[3,4-d]pyridazin-1-yl)amino]cyclohexan-1-ol ClC=1C2=C(C(=NN1)N[C@H]1C[C@H](CCC1)O)COC2